5-(3-bromopyrazolo[1,5-a]pyrimidin-5-yl)-3-(cyclopropylmethyl)-4,5,6,7-tetrahydro-3H-imidazo[4,5-c]pyridine BrC=1C=NN2C1N=C(C=C2)N2CC1=C(CC2)N=CN1CC1CC1